2-(3,4-dihydroxyphenyl)octylamine OC=1C=C(C=CC1O)C(CN)CCCCCC